2,5-di-methyl-3-hexyne-2,5-diol CC(C)(C#CC(C)(O)C)O